FC1=C(C=CC=C1)[C@@H]1CCC=2N1N=C(N2)C(CC)=O |r| 1-[rac-(5S)-5-(2-fluorophenyl)-6,7-dihydro-5H-pyrrolo[1,2-b][1,2,4]triazol-2-yl]propan-1-one